2,6-bis(9H-carbazol-9-yl)pyridine C1=CC=CC=2C3=CC=CC=C3N(C12)C1=NC(=CC=C1)N1C2=CC=CC=C2C=2C=CC=CC12